ClC1=C(C=CC=C1)C(C(=O)N1CCCCC1)=O 1-(2-chlorophenyl)-2-(piperidin-1-yl)ethane-1,2-dione